C(\C=C\C1=CC(OC)=C(O)C(OC)=C1)(=O)[SnH]1C=CC=C1 sinapoylstannol